methyl 4-amino-7-iodo-2-oxo-1-(1-phenylethyl)-1,2-dihydroquinoline-3-carboxylate NC1=C(C(N(C2=CC(=CC=C12)I)C(C)C1=CC=CC=C1)=O)C(=O)OC